(3R)-((1-ethyl-1H-1,2,3-triazol-4-yl)methoxy)-2,2-dimethyl-3-(4-methyl-3-(((S)-4-methyl-1,1-dioxido-4,5-dihydrobenzo[f][1,2]thiazepin-2(3H)-yl)methyl)phenyl)propanoic acid C(C)N1N=NC(=C1)CO[C@@H](C(C(=O)O)(C)C)C1=CC(=C(C=C1)C)CN1S(C2=C(C[C@@H](C1)C)C=CC=C2)(=O)=O